4-(2,6-difluoro-4-nitrophenoxy)-3-(1-methyl-1H-pyrazol-5-yl)-1-{[2-(trimethylsilyl)ethoxy]methyl}-1H-pyrrolo[2,3-b]pyridine FC1=C(OC2=C3C(=NC=C2)N(C=C3C3=CC=NN3C)COCC[Si](C)(C)C)C(=CC(=C1)[N+](=O)[O-])F